[Na+].[Na+].CNCC(=O)[O-].CNCC(=O)[O-] Methyl-glycine disodium salt